N-((R)-1-(2-methyl-3-(trifluoromethyl)phenyl)ethyl)-6-((S)-2-methylpiperazin-1-yl)quinolin-4-amine CC1=C(C=CC=C1C(F)(F)F)[C@@H](C)NC1=CC=NC2=CC=C(C=C12)N1[C@H](CNCC1)C